(2S,5S)-2-(tert-butyl)-5-methyl-2-propyltetrahydrofuran C(C)(C)(C)[C@]1(O[C@H](CC1)C)CCC